9-(dibenzofuran-2-yl)-10-phenylanthracene C1=C(C=CC=2OC3=C(C21)C=CC=C3)C=3C2=CC=CC=C2C(=C2C=CC=CC32)C3=CC=CC=C3